Ethyl 4-isothiocyanatothiazole-5-carboxylate N(=C=S)C=1N=CSC1C(=O)OCC